Trans-3-[[(tert-butoxy)carbonyl]amino]-4-hydroxypyrrolidine-1-carboxylic acid benzyl ester C(C1=CC=CC=C1)OC(=O)N1C[C@H]([C@@H](C1)O)NC(=O)OC(C)(C)C